C(=C)N1C=NC=C1 1-ethenyl-1H-imidazole